C(C)(C)(C)OC(=O)N1[C@@]2(C(N([C@H](C1)C2)CC2=NN(C=C2)C)=O)COCC2=CC=CC=C2 (1R,4S)-1-((benzyloxy)methyl)-5-((1-methyl-1H-pyrazol-3-yl)methyl)-6-oxo-2,5-diAzabicyclo[2.2.1]Heptane-2-carboxylic acid tert-butyl ester